COC(C1=CC=C(C=C1)C1=NC2=C(N1)C=CC=C2C(N)=O)=O 4-(4-carbamoyl-1H-benzo[d]imidazol-2-yl)benzoic acid methyl ester